FC=1C=C(C=CC1OC1=CC=NC2=CC(=CN=C12)OC)NC(=O)C=1C(N(C(=CC1)C)C1=NC=C(C=C1)F)=O N-[3-fluoro-4-[(7-methoxy-1,5-naphthyridin-4-yl)oxy]phenyl]-1-(5-fluoropyridin-2-yl)-6-methyl-2-oxopyridine-3-carboxamide